FC(C=1C=CC=CC1)(F)F 3-(trifluoro-methyl)benzene